C1(=CC=CC=C1)C1OC(OCCC1)=C 4-phenyl-2-methylene-1,3-dioxepane